FC1(CCC(CC1)NC(C(C=1C=NC=C(C1)F)N(C(=O)[C@@H]1NC[C@](C1)(C)O)C1=CC=C2C(CNC2=C1)(C)C)=O)F (2R,4R)-N-[2-[(4,4-difluorocyclohexyl)amino]-1-(5-fluoro-3-pyridyl)-2-oxo-ethyl]-N-(3,3-dimethylindolin-6-yl)-4-hydroxy-4-methyl-pyrrolidine-2-carboxamide